BrC1=C(N=C(N1COCC[Si](C)(C)C)CC(F)(F)F)CC1=CC=NC=C1 4-((5-bromo-2-(2,2,2-trifluoroethyl)-1-((2-(trimethylsilyl)ethoxy)methyl)-1H-imidazol-4-yl)methyl)pyridine